4-aminophenoxydodecane NC1=CC=C(OCCCCCCCCCCCC)C=C1